CC1=NNC(=C1C1=C(C=C(NC([C@H]([C@@H]2CCCC3=CC=C(C=C23)C2=CN(C(C=C2)=O)C(C)C)NC(=O)C2(CC2)F)=O)C=C1)O)C N-[(1S)-2-[4-(3,5-dimethyl-1H-pyrazol-4-yl)-3-hydroxy-anilino]-1-[(1R)-7-(1-isopropyl-6-oxo-3-pyridyl)tetralin-1-yl]-2-oxo-ethyl]-1-fluoro-cyclopropanecarboxamide